1-(4-fluorophenethyl)-N-methylpiperidin-4-amine, Hydrochloride Cl.FC1=CC=C(CCN2CCC(CC2)NC)C=C1